n-pentyl-tris-(2-ethoxyethoxy)silane C(CCCC)[Si](OCCOCC)(OCCOCC)OCCOCC